(3R)-3-(4-Chlorophenyl)-2-[(5-chloropyridin-2-yl)methyl]-6-[2-hydroxy-1-(methylamino)propan-2-yl]-3-methoxy-2,3-dihydro-1H-isoindol-1-on ClC1=CC=C(C=C1)[C@@]1(N(C(C2=CC(=CC=C12)C(CNC)(C)O)=O)CC1=NC=C(C=C1)Cl)OC